((8-((2,2'-dimethyl-3'-(3-morpholinopropoxy)-[1,1'-biphenyl]-3-yl)amino)-1,7-naphthyridin-3-yl)methyl)-N-methylglycine CC1=C(C=CC=C1NC=1N=CC=C2C=C(C=NC12)CN(CC(=O)O)C)C1=C(C(=CC=C1)OCCCN1CCOCC1)C